3-hydroxynaphthalene-2-yl-boronic acid OC=1C(=CC2=CC=CC=C2C1)B(O)O